3-[(1S,3R)-3-aminocyclohexyl]-6-(trifluoromethyl)-[1,2,4]triazolo[4,3-a]pyridine-7-carbonitrile hydrochloride Cl.N[C@H]1C[C@H](CCC1)C1=NN=C2N1C=C(C(=C2)C#N)C(F)(F)F